NC12CC(C1)(C2)N2N=CC(=C2)N([C@H](COC(F)(F)F)C)C 1-(3-aminobicyclo[1.1.1]pentan-1-yl)-N-methyl-N-[(2S)-1-(trifluoromethoxy)propan-2-yl]-1H-pyrazol-4-amine